5-(7-(8-ethyl-7-fluoro-3-(methoxymethoxy)naphthalen-1-yl)-2,6,8-trifluoroquinazolin-4-yl)-N,N-dimethyl-5,6,7,8-tetrahydro-4H-pyrazolo[1,5-a][1,4]diazepine-2-carboxamide C(C)C=1C(=CC=C2C=C(C=C(C12)C1=C(C=C2C(=NC(=NC2=C1F)F)N1CC=2N(CCC1)N=C(C2)C(=O)N(C)C)F)OCOC)F